N-(3-fluorophenyl)-1-(3-fluoro-4-{6-methoxy-7-[3-(4-methyl-1-piperidinyl)propoxy]quinolin-4-yloxy}phenyl)-4-methyl-6-oxo-1,6-dihydropyridazine-3-carboxamide FC=1C=C(C=CC1)NC(=O)C1=NN(C(C=C1C)=O)C1=CC(=C(C=C1)OC1=CC=NC2=CC(=C(C=C12)OC)OCCCN1CCC(CC1)C)F